3-[(1S)-1-acetamido-2-ethyl-butyl]-4-(diaminomethyleneamino)-2-hydroxy-cyclopentane-1-carboxylic acid C(C)(=O)N[C@@H](C(CC)CC)C1C(C(CC1N=C(N)N)C(=O)O)O